(3AS,4R,6aR)-1-((2S,3S)-2-amino-3-methylpentanoyl)-4-(4-dihydroxyboryl-butyl)octahydropyrrolo[3,4-b]pyrrole-4-carboxylic acid N[C@H](C(=O)N1[C@@H]2[C@H](CC1)[C@@](NC2)(C(=O)O)CCCCB(O)O)[C@H](CC)C